((3S,4S,6R)-4-(3,4-difluorophenyl)-6-(3-(4-hydroxypiperidin-1-yl)propyl)piperidin-3-yl)-5,6-dihydropyrazolo[1,5-d]thieno[3,2-f][1,4]oxazepin-2-carboxamide FC=1C=C(C=CC1F)[C@@H]1[C@H](CN[C@@H](C1)CCCN1CCC(CC1)O)C1=C(SC2=C1C=1N(CCO2)N=CC1)C(=O)N